C(C=C)(=O)N1C[C@](CC1)(C1=C(C(=CC=C1)Cl)C)NC1=CC=C2C=CN(C(C2=C1)=O)C (S)-7-((1-Acryloyl-3-(3-chloro-2-methylphenyl)pyrrolidin-3-yl)amino)-2-methylisoquinolin-1(2H)-one